COC([C@@H](NC(CCCCBr)=O)CC(C)C)=O 5-bromopentanoyl-leucine methyl ester